N1=CC=C(C2=CC=CC=C12)C=CC=O 3-(quinolin-4-yl)acrolein